C1=C2C(=NN=C1C1=C(C=CC=C1)O)NC[C@@H]1N2CCNC1 (R)-2-(6,6a,7,8,9,10-hexahydro-5H-pyrazino[1',2':4,5]pyrazino[2,3-c]pyridazin-2-yl)phenol